C(C1=CC=CC=C1)N1CC2(CN(C2)C(=O)OC(C)(C)C)[C@@H](C1)CO[Si](C)(C)C(C)(C)C Tert-butyl (S)-6-benzyl-8-(((tert-butyldimethylsilyl)oxy)methyl)-2,6-diazaspiro[3.4]octane-2-carboxylate